3-[(2-methoxybenzyl)sulfanyl]-5-propyl-[1,2,4]triazolo[4,3-a]pyrimidin-7(8H)-one COC1=C(CSC2=NN=C3N2C(=CC(N3)=O)CCC)C=CC=C1